BrC=1C=C(C=C(C1)C(F)(F)F)C(C)(C)O 2-[3-bromo-5-(trifluoromethyl)phenyl]propan-2-ol